C(C1=CC=CC=C1)OCC=1N(C(N(N1)C=1C=C2C=CN=C(C2=C(C1)O[C@H](C(F)(F)F)C)OC=1C=NC=CC1C)=O)CC (S)-5-((Benzyloxy)methyl)-4-ethyl-2-(1-((4-methylpyridin-3-yl)oxy)-8-((1,1,1-trifluoropropan-2-yl)oxy)isoquinolin-6-yl)-2,4-dihydro-3H-1,2,4-triazol-3-one